OCCN1C=CN2N=CC(=C21)C(=O)N2CC1(C2)CC(C1)NC(=O)NC1=CC(=CC=C1)C(F)(F)F 1-(2-(1-(2-hydroxyethyl)-1H-imidazo[1,2-b]pyrazole-7-carbonyl)-2-azaspiro[3.3]heptan-6-yl)-3-(3-(trifluoromethyl)phenyl)urea